4-(4,6-dimethoxypyrimidin-2-yl)benzoic acid COC1=NC(=NC(=C1)OC)C1=CC=C(C(=O)O)C=C1